ClC1=C(C=CC(=C1)[N+](=O)[O-])NC([C@H](CC1=CC=CC=C1)NC(OC(C)(C)C)=O)=O (S)-tert-butyl (1-((2-chloro-4-nitrophenyl)amino)-1-oxo-3-phenylpropan-2-yl)carbamate